3-{[2-(5-Chloropyridin-2-yl)imidazo[1,2-a]pyridin-3-yl]methyl}-3,8-diazabicyclo[3.2.1]-octan-Dihydrochlorid Cl.Cl.ClC=1C=CC(=NC1)C=1N=C2N(C=CC=C2)C1CN1CC2CCC(C1)N2